(R)-6-(cyclopropanecarboxamido)-N-(methyl-d3)-4-((5-methyl-1-oxo-1,2,3,3a,4,5-hexahydropyrrolo[1,2-a]quinoxalin-6-yl)amino)nicotinamide C1(CC1)C(=O)NC1=NC=C(C(=O)NC([2H])([2H])[2H])C(=C1)NC1=C2N(C[C@@H]3N(C2=CC=C1)C(CC3)=O)C